ClC1=CC=C(C(=N1)C1=C(C=C(C=C1)C#N)F)NC(C)C=1C=C(C=C2C(N(C=3N(C12)C=NC3C(=O)N(C)C)C)=O)C 9-(1-((6-chloro-2-(4-cyano-2-fluorophenyl)pyridin-3-yl)amino)ethyl)-N,N,4,7-tetramethyl-5-oxo-4,5-dihydroimidazo[1,5-a]quinazoline-3-carboxamide